2-(4-methoxyphenyl)-5-((3s)-1-((tetrahydro-2H-pyran-3-yl)methyl)piperidin-3-yl)-2,4-dihydro-3H-1,2,4-triazol-3-one COC1=CC=C(C=C1)N1N=C(NC1=O)[C@@H]1CN(CCC1)CC1COCCC1